CC1CCC(CC1)[C@@H](C(=O)OCC)NC(=O)C=1N(N=CC1)CCS(=O)(=O)C ethyl (2S)-2-(4-methylcyclohexyl)-2-[[2-(2-methylsulfonylethyl)pyrazole-3-carbonyl]amino]acetate